C12(CCC(C=C1)C2)OC(C(CCCCCC)C)=O bicyclo[2.2.1]hept-5-enyl-2-methyloctanoate